CC1=NN=C(O1)C1=CC=C(OC2=CC=CC=C2)C=C1 4-(4-(5-methyl-1,3,4-oxadiazol-2-yl)phenoxy)benzene